S1C2=C(C=C1)C(=CC=C2)N2CCN(CC2)CCCCOC2=CC=C1C=CC(N(C1=C2)COC(C(C(C)C)N)=O)=O 2-Amino-3-methylbutyric acid 7-[4-(4-benzo[b]thiophen-4-ylpiperazin-1-yl)butoxy]-2-oxo-2H-quinolin-1-ylmethyl ester